FC1=CN=C2N1C=C(C=C2C(=O)O)CNCC(C)C 3-fluoro-6-((isobutylamino)methyl)imidazo[1,2-a]pyridine-8-carboxylic acid